BrC=1C=C(C=2CCCC2C1C)C(=O)OCC ethyl 6-bromo-7-methyl-indane-4-carboxylate